CN[C@H]1CN(CC1)C(CC1=CC=C(C=C1)NC(=O)NCC1=CC=C(C=C1)Cl)=O [(4-{2-[(3R)-3-(methylamino)pyrrolidinyl]-2-oxoethyl}phenyl)amino]-N-[(4-chlorophenyl)methyl]carboxamide